COC(=O)C1=NC(=CC=C1)CCl 6-chloromethylpyridine-2-carboxylic methyl ester